2-(3-(4-amino-5-(3-(5-chlorothiophene-2-carboxamido)piperidin-1-yl)pyrrolo[2,1-f][1,2,4]triazin-7-yl)-2,5-dihydro-1H-pyrrol-1-yl)acetic acid NC1=NC=NN2C1=C(C=C2C=2CN(CC2)CC(=O)O)N2CC(CCC2)NC(=O)C=2SC(=CC2)Cl